NC1=NC=C(C=C1C(=O)N[C@@H]1[C@H](CCC1)OCC1=CC=C(C=C1)C1=CC=C2C(=CNC2=C1)C1CCN(CC1)C)C=1C=NN(C1)C 2-amino-N-[(1S,2S)-2-({4-[3-(1-methylpiperidin-4-yl)-1H-indol-6-yl]phenyl}methoxy)cyclopentyl]-5-(1-methyl-1H-pyrazol-4-yl)pyridine-3-carboxamide